CC1=CC=C(C=C1)S(=O)(=O)CC(CCC=C)C 1-methyl-4-((2-methyl-5-hexenyl)sulfonyl)benzene